ClC1=CC=C(C=C1)C=1C(=NC=CC1)CO (4-chlorophenyl)-2-pyridinemethanol